2-methoxy-2,5-dimethyl-3,4-dihydropyran COC1(OC=C(CC1)C)C